2-[3-(Ethylsulfonyl)-6-fluoropyridin-2-yl]-3-methyl-6-(trifluoromethyl)-3H-imidazo[4,5-c]pyridine C(C)S(=O)(=O)C=1C(=NC(=CC1)F)C1=NC2=C(C=NC(=C2)C(F)(F)F)N1C